1-(2-(2-methoxyphenyl)-2-((tetrahydro-2H-pyran-4-yl)oxy)ethyl)-5-methyl-2H-thieno[2,3-d][1,3]oxazine-2,4(1H)-dione COC1=C(C=CC=C1)C(CN1C(OC(C2=C1SC=C2C)=O)=O)OC2CCOCC2